N-(3-(1-(2-fluoro-2-methylpropyl)-1H-pyrazolo[4,3-c]pyridin-6-yl)-1H-pyrazol-4-yl)-7-hydroxy-7-(trifluoromethyl)-4-azaspiro[2.5]octane-4-carboxamide FC(CN1N=CC=2C=NC(=CC21)C2=NNC=C2NC(=O)N2C1(CC1)CC(CC2)(C(F)(F)F)O)(C)C